C(C)(=O)NC1=C(C=C(C=C1)NC1=NC(=NC(=N1)NNC(=O)OC)SCCCC(=O)OC)O methyl 4-({4-[(4-acetamido-3-hydroxyphenyl)amino]-6-{[(methoxycarbonyl)amino]amino}-1,3,5-triazin-2-yl}sulfanyl)butanoate